C1(CC1)[C@@H]1CCC[C@@H]2N(C([C@H]1NC(=O)C1=CC3=C(S1)C=CC(=C3)C(F)(F)P(O)(O)=O)=O)[C@@H](CC2)C(=O)N2CC(C2)C=2C=NC=CC2 ((2-(((3S,6S,7S,10aS)-7-cyclopropyl-5-oxo-3-(3-(pyridin-3-yl)azetidine-1-carbonyl)decahydropyrrolo[1,2-a]azocin-6-yl)carbamoyl)benzo[b]thiophen-5-yl)difluoromethyl)phosphonic acid